FC1=C(C(=C(C(=C1[B-](C1=C(C(=C(C(=C1F)F)F)F)F)(C1=C(C(=C(C(=C1F)F)F)F)F)C1=C(C(=C(C(=C1F)F)F)F)F)F)F)F)F.C[N+](C)(CC1=CC=CC=C1)Cl N,N-dimethylchlorophenylmethylammonium tetrakis-(pentafluorophenyl)borate